N-(4-tertiary butylphenylcarbamoylmethyl)iminodiacetic acid C(C)(C)(C)C1=CC=C(C=C1)NC(=O)CN(CC(=O)O)CC(=O)O